4-(quinoline-3-yl)benzamide N1=CC(=CC2=CC=CC=C12)C1=CC=C(C(=O)N)C=C1